1-(pyridin-2-yl)propan N1=C(C=CC=C1)CCC